ClC1=C2C3=C(NC2=C(C=C1)C(C)C)N=CC=C3 5-Chloro-8-isopropyl-9H-pyrido[2,3-b]indole